CSCC(=O)O 2-(methylsulfanyl)acetic acid